gamma-(3,4-epoxycyclohexyl)-propyltri-n-propoxysilane C1(CC2C(CC1)O2)CCC[Si](OCCC)(OCCC)OCCC